[4-CYANO-3-[1-[(2,4-DIMETHOXYPHENYL)METHYLAMINO]-4-METHYLPHTHALAZIN-6-YL]PHENYL]BORONIC ACID Palladium(II) diacetate C(C)(=O)[O-].C(C)(=O)[O-].[Pd+2].C(#N)C1=C(C=C(C=C1)B(O)O)C=1C=C2C(=NN=C(C2=CC1)NCC1=C(C=C(C=C1)OC)OC)C